CN(C)CC1=CC=C(C=C1)C1=NC2=C3C(C(NCCN13)=O)=CC=C2 1-(4-((dimethylamino)methyl)phenyl)-8,9-dihydro-2,7,9a-triazabenzo[cd]azulen-6(7H)-one